4-((tert-Butyldimethylsilyl)oxy)cyclohexanol [Si](C)(C)(C(C)(C)C)OC1CCC(CC1)O